FC(C(=O)O)(F)F.C(CC#C)O but-3-yn-1-ol trifluoroacetate